ClC(OC1=CC=C(N)C=C1)(F)F 4-(Chlorodifluoromethoxy)aniline